ClC1=C(C=C(C=C1)NC1=NC=2N(C(=C1)NC1CC1)N=CC2C#N)CS(=O)(=O)C 5-((4-chloro-3-((methylsulfonyl)methyl)phenyl)amino)-7-(cyclopropylamino)pyrazolo[1,5-a]pyrimidine-3-carbonitrile